benzyl 4-[(3,3-difluoropiperidin-4-yl)methyl]-2,3-dihydroindole-1-carboxylate trifluoroacetate FC(C(=O)O)(F)F.FC1(CNCCC1CC1=C2CCN(C2=CC=C1)C(=O)OCC1=CC=CC=C1)F